C(=O)(O)CCP([O-])(=O)C1=CC=CC=C1.[K+] potassium 2-carboxyethylphenylphosphinate